desMethylmethacrylat C(C=C)(=O)[O-]